N-(4-bromo-2-fluorobenzyl)-5-fluoro-2-methoxybenzamide BrC1=CC(=C(CNC(C2=C(C=CC(=C2)F)OC)=O)C=C1)F